Tert-butyl 4-[5-nitro-6-(4-pyridinylamino)-2-pyridyl]Piperazine-1-carboxylate [N+](=O)([O-])C=1C=CC(=NC1NC1=CC=NC=C1)N1CCN(CC1)C(=O)OC(C)(C)C